OC1=NC2=CC(=CC=C2C=C1)CC=1N(C2=C(N1)C=CC(=C2)C(=O)OC)C[C@H]2OCC2 methyl 2-[(2-hydroxyquinolin-7-yl)methyl]-3-[(2S)-oxetan-2-ylmethyl]-1,3-benzodiazole-5-carboxylate